IC1=CC(=C(C(=O)Cl)C=C1)N1CCC2(CC2)CC1 4-iodo-2-(6-azaspiro[2.5]octane-6-yl)benzoyl chloride